(2R)-2-[(3-amino-4-quinolinyl)amino]-1-ethoxy-3-ethyl-pentan-3-ol NC=1C=NC2=CC=CC=C2C1N[C@H](COCC)C(CC)(O)CC